2-fluoro-5-(methoxymethyl)benzaldehyde FC1=C(C=O)C=C(C=C1)COC